1,3-phenylenedimethylenediamine C1(=CC(=CC=C1)CN)CN